FC(C(=O)NC1=CC=CC=C1)(CCC1=CC2=CC=C(C=C2C=C1)OC)F 2,2-Difluoro-4-(6-methoxynaphthalen-2-yl)-N-phenylbutanamide